COC1=C(C(=CC(=C1)OC)OC)C=C1C(NC2=CC=CC=C12)=O 3-[(2,4,6-Trimethoxy-phenyl)-methylene]-indolin-2-one